COC1=CC=C2C=CN=C(C2=C1)OC[C@H]1NC([C@H](C1)CC(F)(F)F)=O 7-methoxy-1-{[(2S,4R)-5-oxo-4-(2,2,2-trifluoroethyl)pyrrolidin-2-yl]methoxy}isoquinoline